3-(1-(4-Amino-3-(5-hydroxypyridin-3-yl)-1H-pyrazolo[3,4-d]pyrimidin-1-yl)ethyl)-4-(3-fluoro-5-((4-methylpiperazin-1-yl)methyl)phenyl)-1H-isochromen-1-one NC1=C2C(=NC=N1)N(N=C2C=2C=NC=C(C2)O)C(C)C=2OC(C1=CC=CC=C1C2C2=CC(=CC(=C2)CN2CCN(CC2)C)F)=O